(4-(1-amino-2-methylpropan-2-yl)phenyl)boronic acid NCC(C)(C)C1=CC=C(C=C1)B(O)O